CC1CCOS1(=O)=O 2,4-butanesultone